ClC=1C=NC=2N(C1)N=CC2S(=O)(=O)Cl 6-Chloropyrazolo[1,5-a]pyrimidine-3-sulfonyl chloride